BrC=1C=C2C(=CNC2=CC1)\C=C\1/C(N\C(\S1)=N/C1=CC=CC=C1)=O (2E,5E)-5-((5-bromo-1H-indol-3-yl)methylene)-2-(phenylimino)thiazolidin-4-one